tert-butyl (3S)-4-[7-(4-cyanopyridin-2-yl)-5-iodo-7H-pyrrolo[2,3-d]pyrimidin-4-yl]-3-methylpiperazine-1-carboxylate C(#N)C1=CC(=NC=C1)N1C=C(C2=C1N=CN=C2N2[C@H](CN(CC2)C(=O)OC(C)(C)C)C)I